2'-chloro-6',7'-dihydrospiro[cyclopropane-1,5'-pyrrolo[2,3-d]pyrimidine] ClC=1N=CC2=C(N1)NCC21CC1